N[C@@H](COC1=NC(=NC(=C1C)C1=C(C=CC=C1C)C)NS(=O)(=O)C=1C=C(C(=O)O)C=CC1)CC(C)C 3-[[4-[(2R)-2-Amino-4-methyl-pentoxy]-6-(2,6-dimethylphenyl)-5-methyl-pyrimidin-2-yl]sulfamoyl]benzoic acid